tert-butyl 1-(4-(4-carbamoyl-3-(trifluoromethyl) benzyl) piperazine-1-carbonyl)-1H-pyrazole-3-carboxylate C(N)(=O)C1=C(C=C(CN2CCN(CC2)C(=O)N2N=C(C=C2)C(=O)OC(C)(C)C)C=C1)C(F)(F)F